tert-Butyl N-{(4S)-4-[3-(benzyloxycarbonylamino)-2-chlorophenyl]-1-(3-hydroxy-3-methylcyclobutyl)-4-methyl-6-oxohexahydropyrimidin-2-ylidene}carbamate C(C1=CC=CC=C1)OC(=O)NC=1C(=C(C=CC1)[C@]1(NC(N(C(C1)=O)C1CC(C1)(C)O)=NC(OC(C)(C)C)=O)C)Cl